O=C1N(CCN[C@H]1CCC)[C@H](C(=O)N1CCC(CC1)CC(=O)N)CCC (1-{(S)-2-[(S)-2-Oxo-3-propyl-1-piperazinyl]valeryl}-4-piperidyl)acetamide